tert-butyl [(1S,2R,3R,4R,5S)-2,3-dihydroxy-1-(hydroxymethyl)-6,8-dioxabicyclo[3.2.1]oct-4-yl]methylcarbamate O[C@H]1[C@@]2(CO[C@H]([C@@H]([C@H]1O)CNC(OC(C)(C)C)=O)O2)CO